1-(3-(difluoromethoxy)phenyl)-N-methylmethanamine FC(OC=1C=C(C=CC1)CNC)F